1-[3-(difluoromethyl)-1,2-thiazol-5-yl]-3-[2-fluoro-5-(hydroxy-methyl)pyridin-4-yl]-urea FC(C1=NSC(=C1)NC(=O)NC1=CC(=NC=C1CO)F)F